(4-bromophenyl)-1-phenylprop-2-en-1-one BrC1=CC=C(C=C1)C(C(=O)C1=CC=CC=C1)=C